C1(CCCCC1)C(CO)CO 2-cyclohexylpropane-1,3-diol